C(CCCC(=O)O)CCCN omega-aminooctanoic acid